E-propione CCC(=O)CC